FC(C=1C=C(C=CC1)N[C@H]1CCC2=CC(=CC=C12)NC(C=C)=O)(F)F (S)-N-(1-((3-(trifluoromethyl)phenyl)amino)-2,3-dihydro-1H-inden-5-yl)acrylamide